C(C1=CC=CC=C1)SC=1C(=NC=C(C1)Cl)OC 3-(benzylthio)-5-chloro-2-methoxypyridine